4,6-dichloro-5-(2,2-difluoropropyl)pyrimidin-2-amine ClC1=NC(=NC(=C1CC(C)(F)F)Cl)N